N-Propargyl-N,N-dimethylammonium C(C#C)[NH+](C)C